2-bromo-1-methoxy-4-(1-methoxy-1-methyl-ethyl)benzene BrC1=C(C=CC(=C1)C(C)(C)OC)OC